1-methylprop-2-en-1-one CC(C=C)=O